3-(5-{[4-(aminomethyl)phenyl]methoxy}-4-methyl-1-(1,3-thiazole-4-carbonyl)-1H-pyrazol-3-yl)-1-methanesulfonyl-4-(trifluoromethyl)azetidin-2-one NCC1=CC=C(C=C1)COC1=C(C(=NN1C(=O)C=1N=CSC1)C1C(N(C1C(F)(F)F)S(=O)(=O)C)=O)C